2H-1,2-thiazine S1NC=CC=C1